S(OC=1C=CC(=C2C=CC=NC12)C1=NNC2=NC(=CN=C21)N2C[C@@H]1[C@]([C@@H]1CC2)(C=2SC=C(N2)C)CN)(=O)(=O)F 5-(6-((1S,6R,7S)-7-(aminomethyl)-7-(4-methylthiazol-2-yl)-3-azabicyclo[4.1.0]heptan-3-yl)-1H-pyrazolo[3,4-b]pyrazin-3-yl)quinolin-8-yl sulfurofluoridate